ClC=1C=C(C=CC1F)C(CO)(C)NC1=NC2=C(N1)C=CC=C2CN2C(OC=C2C)=N 2-(3-chloro-4-fluorophenyl)-2-({4-[(2-imino-4-methyl-2,3-dihydro-1,3-oxazol-3-yl)methyl]-1H-1,3-benzodiazol-2-yl}amino)propan-1-ol